ClC=1C=C(C=C(C1F)Cl)C1(CC(=NO1)N1CC2=C(C1)C(=C(S2)C(=O)NC(CC)CC)C)C(F)(F)F 5-(5-(3,5-dichloro-4-fluorophenyl)-5-(trifluoromethyl)-4,5-dihydroisoxazol-3-yl)-3-methyl-N-(pentan-3-yl)-5,6-dihydro-4H-thieno[2,3-c]pyrrole-2-carboxamide